((3S,4S)-3-hydroxypiperidin-4-yl)aminocarboxylic acid tert-butyl ester C(C)(C)(C)OC(=O)N[C@@H]1[C@H](CNCC1)O